2-(5-fluoropyridin-3-yl)-7-hydroxycyclohepta-2,4,6-trien-1-one FC=1C=C(C=NC1)C=1C(C(=CC=CC1)O)=O